2-PROPIONYL-2-THIAZOLINE C(CC)(=O)C=1SCCN1